CN1C(CCC1C=1C=NC=CC1)=O 1-methyl-5-(pyridine-3-yl)pyrrolidine-2-one